molybdenum gondoate C(CCCCCCCCC\C=C/CCCCCCCC)(=O)[O-].[Mo+4].C(CCCCCCCCC\C=C/CCCCCCCC)(=O)[O-].C(CCCCCCCCC\C=C/CCCCCCCC)(=O)[O-].C(CCCCCCCCC\C=C/CCCCCCCC)(=O)[O-]